3-((2,2-dimethyl-1,3-dioxan-5-yl)oxy)-2-(((2,2-dimethyl-1,3-dioxan-5-yl)oxy)methyl)propan-1-amine CC1(OCC(CO1)OCC(CN)COC1COC(OC1)(C)C)C